FC(OC1=C(C(=O)N[C@H]2[C@H](C2)F)C(=CC(=C1)C=1C=NN2C1N=C(C(=C2)O[C@H](C)C(C)(C)O)C)OC)F 2-(difluoromethoxy)-N-[(1R,2S)-2-fluorocyclopropyl]-4-[6-[(2R)-3-hydroxy-3-methylbutan-2-yl]oxy-5-methylpyrazolo[1,5-a]pyrimidin-3-yl]-6-methoxybenzamide